FC(C=1C(=NC=CC1)OC1CCC(CC1)CCN1N=C(C2=C1CCC2)C(=O)N2CCC(CC2)NC(C)=O)(F)F N-(1-(1-(2-((1s,4s)-4-((3-(Trifluoromethyl)pyridin-2-yl)oxy)cyclohexyl)ethyl)-1,4,5,6-tetrahydrocyclopenta[c]pyrazol-3-carbonyl)piperidin-4-yl)acetamid